C(#N)C1=CC=C(CC[C@@]2(CN(CC2)C(C)(C)C2=NC(=CC=C2)C)C(=O)O)C=C1 (R)-3-(4-cyanophenethyl)-1-(2-(6-methylpyridin-2-yl)propan-2-yl)pyrrolidine-3-carboxylic acid